Fmoc-DOPA C(=O)(OCC1C2=CC=CC=C2C2=CC=CC=C12)N[C@H](C(=O)O)CC1=CC=C(O)C(O)=C1